7-((1R,5S)-3-azabicyclo[3.1.0]hexan-1-ylethynyl)-N-(3-chloro-2-fluorophenyl)-6-nitroquinazolin-4-amine [C@]12(CNC[C@H]2C1)C#CC1=C(C=C2C(=NC=NC2=C1)NC1=C(C(=CC=C1)Cl)F)[N+](=O)[O-]